(S)-N-(1-(2-fluoroethyl)-3-(6-(1-hydroxybutyl)-4-methylpyridin-3-yl)-2-oxo-1,2-dihydro-1,6-naphthyridin-7-yl)cyclopropanecarboxamide FCCN1C(C(=CC2=CN=C(C=C12)NC(=O)C1CC1)C=1C=NC(=CC1C)[C@H](CCC)O)=O